N-[(2S)-1-amino-3-hydroxy-1-oxoprop-2-yl]-6-(4-chlorophenyl)-2-(3-fluorophenyl)-3-oxo-2,3-dihydropyridazine-4-carboxamide NC([C@H](CO)NC(=O)C=1C(N(N=C(C1)C1=CC=C(C=C1)Cl)C1=CC(=CC=C1)F)=O)=O